FC1=C(C=CC=C1C=1C=NN(C1)[C@H](C)C1=CC=C(C=C1)F)C1=C(C=2N(C=C1)N=C(N2)N)OC |r| racemic-7-(2-fluoro-3-(1-(1-(4-fluorophenyl)ethyl)-1H-pyrazol-4-yl)phenyl)-8-methoxy-[1,2,4]triazolo[1,5-a]pyridin-2-amine